FC1=CC=C(C=C1)C=1NC=2C(=C3C=CC=NC3=C3N=CC=CC23)N1 2-(4-fluorophenyl)-1H-imidazo[4,5-F][1,10]Phenanthroline